N[C@H](CCC(=O)O)[C@@H](C)O (4R,5R)-4-amino-5-hydroxycaproic acid